ClC1=CC2=C(N(C(NS2(=O)=O)=O)CC2=CC=C(C(=O)NO)C=C2)C=C1 4-((7-chloro-1,1-dioxo-3-oxo-2,3-dihydro-4H-benzo[e][1,2,4]thiadiazin-4-yl)methyl)-N-hydroxybenzoamide